BrCC(=O)NCCN1CCOCC1 bromo-N-(2-morpholinoethyl)acetamide